N-[1-[3-(5-chloropyrazin-2-yl)pyrazin-2-yl]ethyl]-3-iodo-5-(trifluoromethyl)benzamide ClC=1N=CC(=NC1)C=1C(=NC=CN1)C(C)NC(C1=CC(=CC(=C1)C(F)(F)F)I)=O